n-Trioctacontane CCCCCCCCCCCCCCCCCCCCCCCCCCCCCCCCCCCCCCCCCCCCCCCCCCCCCCCCCCCCCCCCCCCCCCCCCCCCCCCCCCC